C1(CC1)NC1=C2C=CN=CC2=C2C(=C1)C=C(C=C2)C(=O)O 5-(cyclopropylamino)benzo[h]isoquinoline-8-carboxylic acid